ClC1=CC=C(C(=N1)C(=O)NO)N[C@H](C)C=1C=C(C=C2C(C(=C(OC12)C1=CC=CC=C1)C)=O)C 6-Chloro-3-[[(1R)-1-(3,6-dimethyl-4-oxo-2-phenyl-chromen-8-yl)ethyl]amino]pyridine-2-carbohydroxamic acid